4-methyl-2-{octahydrocyclopenta[c]pyrrol-2-yl}pyrimidin CC1=NC(=NC=C1)N1CC2C(C1)CCC2